6-(5-hydroxypent-1-yn-1-yl)-1-carbonylisoindoline OCCCC#CC1=CC=C2CNC(C2=C1)=C=O